OC1C2CC(CC(C1)N2CC2=CC=CC=C2)=O (±)-6-hydroxy-8-benzyl-8-azabicyclo[3.2.1]octan-3-one